CN(C1=CC=C(C=C1)C1=CC=C(C=C1)CN(C(=O)C1CCCCC1)C1=CC(=CC=C1)CC=C(C)C)C N-((4'-(Dimethylamino)-[1,1'-biphenyl]-4-yl)methyl)-N-(3-(3-methylbut-2-en-1-yl)phenyl)cyclohexanecarboxamide